BrC=1C=CC2=C(C=C(O2)C(=O)O)C1F 5-bromo-4-fluorobenzofuran-2-carboxylic acid